C1OCC2=C(C=CC=C12)C1=NN(C=C1)C1=NC(=NC(=C1)N1CCOCC1)[C@@H](CO)OC (S)-2-(4-(3-(1,3-dihydroisobenzofuran-4-yl)-1H-pyrazol-1-yl)-6-morpholinopyrimidin-2-yl)-2-methoxyethan-1-ol